C1(=CC=CC=C1)[C@H]1CN(CC12CCC2)C(=O)C2=NC=CC(N2)=O |r| rac-2-{8-phenyl-6-azaspiro[3.4]octane-6-carbonyl}-3H-pyrimidin-4-one